C[N+](C)(C)CC(CC(=O)[O-])OC(=O)CCC/C=C\\CCCCCCCC(=O)O The molecule is an O-acylcarnitine having (5Z)-13-carboxytridec-5-enoyl as the acyl substituent. It has a role as a metabolite. It is a carboxylic ester, an ammonium betaine and an O-(carboxytridecenoyl)carnitine. It derives from a carnitine.